C(C)(=O)O[C@@H]1[C@@H](OCCCCCCN=[N+]=[N-])O[C@@H]([C@H]([C@@H]1OC(C)=O)OC(C)=O)COC(C)=O 6-Azidohexyl 2,3,4,6-tetra-O-acetyl-α-D-mannopyranoside